5-[2-(cyclopropylmethoxy)-5-ethylsulfonylphenyl]-1-(2H3)methyl-4-methylpyridin-2-one C1(CC1)COC1=C(C=C(C=C1)S(=O)(=O)CC)C=1C(=CC(N(C1)C([2H])([2H])[2H])=O)C